(rac)-1-(oxazol-4-yl)ethylamine hydrochloride Cl.O1C=NC(=C1)[C@@H](C)N |r|